4-bromo-5-chloro-2-phenyl-2,3-dihydrobenzofuran-2-carboxylic acid BrC1=C(C=CC2=C1CC(O2)(C(=O)O)C2=CC=CC=C2)Cl